CN1N=CC2=C1N=C(N(C2=O)C2=CC=CC=C2)SC(C)(C)C2=CC=CC=C2 1-methyl-5-phenyl-6-((2-phenylpropan-2-yl)thio)-1H-pyrazolo[3,4-d]pyrimidin-4(5H)-one